O[C@H]1C[C@H](CC1)NC1=NC(=CC(=N1)C=1C=C(C=CC1C)NC(=O)N1C[C@@H](CC1)CC(F)(F)F)N1CCOCC1 (3S)-N-[3-(2-[[(1S,3R)-3-hydroxycyclopentyl]amino]-6-(morpholin-4-yl)pyrimidin-4-yl)-4-methylphenyl]-3-(2,2,2-trifluoroethyl)pyrrolidine-1-carboxamide